(2R,6R)-4-(8-formyl-5-quinolinyl)-6-methyl-morpholine-2-carboxylic acid methyl ester COC(=O)[C@H]1CN(C[C@H](O1)C)C1=C2C=CC=NC2=C(C=C1)C=O